rel-1-(tert-Butyl) 4-(4-chlorobenzyl) (4aR,7aS)-hexahydrofuro[3,4-b]pyrazine-1,4-dicarboxylate N1([C@H]2[C@@H](N(CC1)C(=O)OCC1=CC=C(C=C1)Cl)COC2)C(=O)OC(C)(C)C |o1:1,2|